(R)-5-(4-(azetidin-2-ylmethoxy)-1-methyl-1H-pyrazol-5-yl)-N-(5,6-dimethylpyrazin-2-yl)pyrazolo[1,5-a]pyridin-2-amine N1[C@H](CC1)COC=1C=NN(C1C1=CC=2N(C=C1)N=C(C2)NC2=NC(=C(N=C2)C)C)C